ClC1=NC=C2N(C(N(C2=N1)C(C)C1CCN(CC1)C=1N(C=C(N1)Cl)C)=N)C 2-chloro-9-(1-(1-(4-chloro-1-methyl-1H-imidazol-2-yl)piperidin-4-yl)ethyl)-7-methyl-7,9-dihydro-8H-purin-8-imine